[N-](S(=O)(=O)C(F)(F)F)S(=O)(=O)C(F)(F)F.[N-](S(=O)(=O)C(F)(F)F)S(=O)(=O)C(F)(F)F.CN1CN(C=C1)COCC 1-methyl-3-ethoxymethyl-imidazole bis(trifluoromethanesulfonimide) salt